[1,3-bis-(2-tolyl)-2-imidazolidinylidene]dichloro(2-isopropoxybenzylidene)ruthenium (II) C1(=C(C=CC=C1)N1C(N(CC1)C1=C(C=CC=C1)C)=[Ru-4](=CC1=C(C=CC=C1)OC(C)C)(Cl)Cl)C